IC1=CC=C(C=C1)C1=NN=CC2=CC=CC=C12 (4-iodophenyl)-2,3-naphthyridine